[Si](C)(C)(C(C)(C)C)OCCN(CCCC(=O)[O-])C 4-[(2-{[tert-butyl(dimethyl)silyl]oxy}ethyl)(methyl)amino]butanoate